(1r,4r)-4-(3-Chloroanilino)-2'-{4-[(pyridin-3-yl)oxy]phenyl}-2',3'-dihydro-spiro[cyclohexane-1,1'-indene]-4-carboxylic acid ClC=1C=C(NC2(CCC3(C(CC4=CC=CC=C34)C3=CC=C(C=C3)OC=3C=NC=CC3)CC2)C(=O)O)C=CC1